1-[9-ethyl-6-(2-methylbenzoyl)-9H-carbazol-3-yl]-ethane-1-one-oxime C(C)N1C2=CC=C(C=C2C=2C=C(C=CC12)C(C)=NO)C(C1=C(C=CC=C1)C)=O